BrC=1N=C(C(=NC1)N)NC(C)C=1C=C2C=C(C=NC2=CC1F)C=1C=NN(C1)C 5-bromo-N3-(1-(7-fluoro-3-(1-methyl-1H-4-pyrazolyl)-6-quinolinyl)ethyl)pyrazine-2,3-diamine